C[C@]1(N(C[C@H](C1)N1C2=C(OCC1)C=C(C=C2)C(F)(F)F)C(=O)OC(C)(C)C)C(=O)OC (2R,4S)-1-tert-butyl 2-methyl 2-methyl-4-(7-(trifluoromethyl)-2H-benzo[b][1,4]oxazin-4(3H)-yl)pyrrolidine-1,2-dicarboxylate